ClC=1C=C(C=CC1)CCNC1=NC(=CC=C1C(=O)N)N1C=NC2=C1C=C(C(=C2)OC)OC 2-[2-(3-chlorophenyl)ethylamino]-6-(5,6-dimethoxybenzimidazol-1-yl)pyridine-3-carboxamide